BrC=1C=C(C=CC1N1C[C@@H](CC1)O)S(=O)(=O)N(CC(=O)N1CCOCC1)C (R)-3-bromo-4-(3-hydroxypyrrolidin-1-yl)-N-methyl-N-(2-morpholino-2-oxoethyl)benzenesulfonamide